CC1=C(C(=O)OCC([C@H](CC2=CC=CC=C2)NC(=O)OC(C)(C)C)=O)C(=CC=C1)C (S)-3-((tert-butoxycarbonyl) amino)-2-oxo-4-phenylbutyl 2,6-dimethylbenzoate